ClC=1C=CC(=C(C1)C1=C(C=NC(=C1)C)C(=O)NC=1SC=2C(=NC=C(N2)[C@@H]2C[C@@H](C2)C#N)N1)OC 4-(5-chloro-2-methoxyphenyl)-N-(6-(cis-3-cyanocyclobutyl)thiazolo[4,5-b]pyrazin-2-yl)-6-methylpyridine-3-carboxamide